(S or R)-3-methyl-5-(trifluoromethyl)-2-(2-(3-(trifluoromethyl)-5,6,7,8-tetrahydro-[1,2,4]triazolo[4,3-a]pyridin-6-yl)-2H-pyrazolo[3,4-b]pyridin-6-yl)phenol CC=1C(=C(C=C(C1)C(F)(F)F)O)C=1C=CC=2C(N1)=NN(C2)[C@H]2CCC=1N(C2)C(=NN1)C(F)(F)F |o1:21|